FC1=C(C(=O)OC)C=CC(=C1)C1CCN(CC1)C methyl 2-fluoro-4-(1-methylpiperidin-4-yl)benzoate